4-[4-(allylamino)-1-piperidyl]-N-[8-(hydroxymethyl)-2-methyl-imidazo[1,2-a]pyrazin-6-yl]-2-methyl-indazole-7-carboxamide C(C=C)NC1CCN(CC1)C=1C2=CN(N=C2C(=CC1)C(=O)NC=1N=C(C=2N(C1)C=C(N2)C)CO)C